4-(phenylmethylthio)-2-fluorophenyl pivalate C(C(C)(C)C)(=O)OC1=C(C=C(C=C1)SCC1=CC=CC=C1)F